(S)-4-((1-methyl-1H-pyrazol-4-yl)methyl)-N-(1-methylcyclopropyl)-5-oxo-1-(prop-1-yn-1-yl)-1,2,4,5-tetrahydroimidazo[1,2-a]quinazoline-7-sulfonamide CN1N=CC(=C1)CN1C=2N(C3=CC=C(C=C3C1=O)S(=O)(=O)NC1(CC1)C)[C@H](CN2)C#CC